(S)-(-)-3-(benzyloxycarbonyl)-4-oxazolidinecarboxylic acid C1[C@H](N(CO1)C(=O)OCC2=CC=CC=C2)C(=O)O